O1C=NC2=C1CCCC2 4,5,6,7-tetrahydrobenzo[d]oxazol